C(C)[N+](CCC)(CCC)CC Diethyldipropylammonium